C(#N)C1=NC2=CC(=CC(=C2N=C1N1CCC2(CCC(C2)O)CC1)[C@@H](C)NC1=C(C(=O)O)C=CC=C1)C 2-(((1R)-1-(2-cyano-3-(2-hydroxy-8-azaspiro[4.5]decan-8-yl)-7-meth-ylquinoxalin-5-yl)ethyl)amino)-benzoic acid